ClC1=C2C[C@H](OC(C2=C(C(=C1)C(=O)N[C@H](C(=O)O)CC1=CC=CC=C1)O)=O)CC (2S)-2-[[(3R)-5-chloro-3-ethyl-8-hydroxy-1-oxo-3,4-dihydroisochromene-7-carbonyl]amino]-3-phenylpropionic acid